3-{[4-(tert-butoxycarbonyl)morpholin-2-yl]methoxy}-5-(5-methyl-1,3-thiazol-2-yl)benzoic acid C(C)(C)(C)OC(=O)N1CC(OCC1)COC=1C=C(C(=O)O)C=C(C1)C=1SC(=CN1)C